(E)-3-(4-hydroxystyryl)-5-((2,2,5,5-tetramethyl-1-oxyl-2,5-dihydro-1H-pyrrol-3-yl)methoxy)phenol OC1=CC=C(/C=C/C=2C=C(C=C(C2)OCC=2C(N(C(C2)(C)C)O)(C)C)O)C=C1